(3S,4R)-3-fluoro-1-[5-({8-[(2R,3S)-3-(methanesulfonyl-methyl)-2-methylazetidin-1-yl]-5-(propan-2-yl)isoquinolin-3-yl}amino)-1,2,4-triazin-3-yl]-3-methyl-piperidin-4-ol F[C@]1(CN(CC[C@H]1O)C=1N=NC=C(N1)NC=1N=CC2=C(C=CC(=C2C1)C(C)C)N1[C@@H]([C@H](C1)CS(=O)(=O)C)C)C